(4-(difluoromethoxy)phenyl)methanol FC(OC1=CC=C(C=C1)CO)F